OC=1C=C2CCNC(C2=CC1)C(=O)O 6-hydroxy-1,2,3,4-tetrahydroisoquinoline-1-carboxylic acid